5-((2-((tert-butyldimethylsilyl)oxy)-3-methoxybenzyl)amino)-N-(4-(3-chloro-4-fluorophenyl)-5-(1-hydroxycyclobutyl)thiazol-2-yl)-3-methylpyridine-2-sulfonamide [Si](C)(C)(C(C)(C)C)OC1=C(CNC=2C=C(C(=NC2)S(=O)(=O)NC=2SC(=C(N2)C2=CC(=C(C=C2)F)Cl)C2(CCC2)O)C)C=CC=C1OC